COC1=C(C(=O)C2=CC=CC=C2)C=C(C(=C1)OC)C(C1=CC=C(C=C1)OC)=O 2,4-dimethoxy-5-(p-methoxybenzoyl)benzophenone